C(C)N(C(=O)C1=C(C=CC(=C1)F)C1=C2C(=NC(=C1)C1CN(CC1)C(=O)OC(C)(C)C)NN=C2)C(C)C Tert-butyl 3-(4-{2-[ethyl(isopropyl)carbamoyl]-4-fluorophenyl}-1H-pyrazolo[3,4-b]pyridin-6-yl)pyrrolidine-1-carboxylate